(S,E)-3-(4-chlorophenyl)-4-phenyl-N-(2-sulfamoylethyl)-N'-((4-(trifluoromethyl)phenyl)sulfonyl)-4,5-dihydro-1H-pyrazole-1-carboximidamide ClC1=CC=C(C=C1)C1=NN(C[C@@H]1C1=CC=CC=C1)/C(/NCCS(N)(=O)=O)=N/S(=O)(=O)C1=CC=C(C=C1)C(F)(F)F